(E)-N'-cyano-N-((4-fluoro-2,6-diisopropylphenyl)carbamoyl)-2-((S)-1-isopropyl-2-methylpyrrolidin-2-yl)ethene-1-sulfonimidamide C(#N)N=S(=O)(NC(NC1=C(C=C(C=C1C(C)C)F)C(C)C)=O)\C=C\[C@]1(N(CCC1)C(C)C)C